OC=1C=C(C2=C(C=CC=C2C1)I)C(=O)N1CC=2N=C(N=C(C2C1)N1C[C@@](CCC1)(O[Si](C)(C)C)C)OCC1(CC1)CO (R)-(3-hydroxy-8-iodonaphthalen-1-yl)(2-((1-(hydroxymethyl)cyclopropyl)methoxy)-4-(3-methyl-3-((trimethylsilyl)oxy)piperidin-1-yl)-5,7-dihydro-6H-pyrrolo[3,4-d]pyrimidin-6-yl)methanone